2-(thien-2-yl)aniline S1C(=CC=C1)C1=C(N)C=CC=C1